CN1SC(C(=C1C)C(C)=O)=NC1=CC=C(C=C1)[N+](=O)[O-] 2,3-dimethyl-4-acetyl-N-(4-nitrophenyl)isothiazol-5(2H)-imine